C(C=C)(=O)N1[C@@H](C[C@H](CC1)N1N=CC=2C(=NC=3C(=C(C(=CC3C21)Cl)C2=C(C(=CC=C2)C)C(F)(F)F)F)OC[C@H]2N(CCC2)C)CC#N 2-((2S,4S)-1-acryloyl-4-(8-chloro-6-fluoro-7-(3-methyl-2-(trifluoromethyl)phenyl)-4-(((S)-1-methylpyrrolidin-2-yl)methoxy)-1H-pyrazolo[4,3-c]quinolin-1-yl)piperidin-2-yl)acetonitrile